P(=O)(O)(O)[O-].[K+].[Na+].P(=O)(O)(O)[O-] dihydrogen phosphate Sodium-potassium dihydrogen phosphate